(S)-2-amino-3-methyl-N-(2-(methyl-(2-oxo-2-((6-(trifluoromethoxy)benzo[d]thiazol-2-yl)amino)ethyl)amino)-2-oxoethyl)butanamide (3E,8Z,11Z)-tetradecatrien-1-yl-acetate C(=C\C=C\C=CCCCCCCCC)CC(=O)O.N[C@H](C(=O)NCC(=O)N(CC(NC=1SC2=C(N1)C=CC(=C2)OC(F)(F)F)=O)C)C(C)C